8-[1-(2,4-dioxo-2,4-dihydro-1H-3,1-benzoxazin-1-yl)ethyl]-6-methyl-2-(pyrrolidin-1-yl)quinoline-5-carbonitrile O=C1N(C2=C(C(O1)=O)C=CC=C2)C(C)C2=CC(=C(C=1C=CC(=NC21)N2CCCC2)C#N)C